C(C)(C)(C)OC(=O)N([C@@H]1CC[C@H](CC1)CC(=O)N[C@H](CC1=C(C(=CC=C1)C(=O)OC(C)(C)C)OC)B(O)O)CCNC(=O)OC(C)(C)C [(1S)-1-[[2-[trans-4-[tert-butoxycarbonyl-[2-(tert-butoxycarbonylamino)ethyl]amino]cyclohexyl]acetyl]amino]-2-(3-tert-butoxycarbonyl-2-methoxy-phenyl)ethyl]boronic acid